1-(4-nitro-2-(trifluoromethyl)phenyl)pyrrolidine [N+](=O)([O-])C1=CC(=C(C=C1)N1CCCC1)C(F)(F)F